C(C)OC1=NC=C(C2=CC=CC=C12)C1=CC=C(C=C1)F 1-ethoxy-4-(4-fluorophenyl)isoquinoline